The molecule is a dicarboxylic acid monoanion that is the conjugate base of adipic acid. It has a role as a human xenobiotic metabolite. It is a conjugate base of an adipic acid. It is a conjugate acid of an adipate(2-). C(CCC(=O)[O-])CC(=O)O